C(C)OC(=O)C1=CNC=CC1=O 1,4-dihydro-4-oxo-3-pyridinecarboxylic acid ethyl ester